ClP(C)C(C)(C)C chloro(tert-butyl)(methyl)phosphine